BrC=1C=C(C=CC1)C1(CC(C1)CC)C(=O)NN 1-(3-bromophenyl)-3-ethylcyclobutane-1-carbohydrazide